O=C1NC(CCC1N1C(OC2=C1C=CC(=C2OS(=O)(=O)F)C2CCNCC2)=O)=O 3-(2,6-dioxo-3-piperidyl)-7-fluorosulfonyloxy-2-oxo-6-(4-piperidyl)-1,3-benzoxazole